NCCOCCOCCOCC(=O)OC(C)(C)C Tert-Butyl 2-(2-(2-(2-aminoethoxy)ethoxy)ethoxy)acetate